C[C@@H]1[C@@H](CCCC1)C1=NC=CC2=CC=CC=C12 ((1R,2S)-2-methylcyclohexyl)isoquinolin